(R)-N-(2-fluoro-3-hydroxy-3-methylbutyl)-4-(isopropylamino)-6-(1H-pyrazol-4-yl)-1,5-naphthyridine-3-carboxamide F[C@H](CNC(=O)C=1C=NC2=CC=C(N=C2C1NC(C)C)C=1C=NNC1)C(C)(C)O